4-ethoxy-N-[3-fluoro-4-[(7-methoxy-1,5-naphthyridin-4-yl)oxy]phenyl]-1-(4-fluorophenyl)-2-oxopyridine-3-carboxamide C(C)OC1=C(C(N(C=C1)C1=CC=C(C=C1)F)=O)C(=O)NC1=CC(=C(C=C1)OC1=CC=NC2=CC(=CN=C12)OC)F